6'-(((1S,3S)-3-Aminocyclopentyl)amino)-3-methyl-2H-[1,3'-bipyridin]-2-one tert-Butyl-((1S,3S)-3-((3-methyl-2-oxo-2H-[1,3'-bipyridin]-6'-yl)amino)cyclopentyl)carbamate C(C)(C)(C)N(C(O)=O)[C@@H]1C[C@H](CC1)NC1=CC=C(C=N1)N1C(C(=CC=C1)C)=O.N[C@@H]1C[C@H](CC1)NC1=CC=C(C=N1)N1C(C(=CC=C1)C)=O